BrC(CO)([N+](=O)[O-])Br 2,2-dibromo-2-nitroethanol